2-trifluoromethylethylamine hydroiodide I.FC(CCN)(F)F